(2S,3S)-N-(3-(4-aminobutanoylamino)propyl)-1-methyl-5-oxo-2-(pyridin-3-yl)pyrrolidine-3-carboxamide NCCCC(=O)NCCCNC(=O)[C@@H]1[C@H](N(C(C1)=O)C)C=1C=NC=CC1